dithio-biscaprolactam C1(CCCCC(N1)SSC1CCCCC(=O)N1)=O